(S)-3-((2S,3R,4R,5R)-5-(chloromethyl)-3-fluoro-5-(hydroxymethyl)-4-((4-methoxyphenyl)diphenylmethoxy)tetrahydrofuran-2-yl)-5-fluoropyridine-2,6(1H,3H)-dione ClC[C@]1([C@H]([C@@H]([C@@H](O1)[C@H]1C(NC(C(=C1)F)=O)=O)F)OC(C1=CC=CC=C1)(C1=CC=CC=C1)C1=CC=C(C=C1)OC)CO